CC=1C(=C(SC1Cl)C(=O)OC(CN(CCO)CC1=CC=CC=C1)C=1SC=CC1)O 2-(benzyl-(2-hydroxyethyl)amino)-1-(thiophen-2-yl)ethan-1-ol methyl-5-chloro-3-hydroxythiophene-2-carboxylate